C(C1=CN=CC=C1)(=O)NC(C(=O)O)CCN1CC(CC1)CCC1=NC=2NCCCC2C=C1 2-(nicotinamido)-4-(3-(2-(5,6,7,8-tetrahydro-1,8-naphthyridin-2-yl)ethyl)pyrrolidin-1-yl)butanoic acid